6-(tert-butoxy)-4-(4,4,5,5-tetramethyl-1,3,2-dioxaborolan-2-yl)-2'-(trifluoromethyl)-2,3'-bipyridine C(C)(C)(C)OC1=CC(=CC(=N1)C=1C(=NC=CC1)C(F)(F)F)B1OC(C(O1)(C)C)(C)C